NC1=NC=CC(=N1)C1=CNC2=C(C=CC=C12)C 2-Amino-4-(7-methyl-1H-indol-3-yl)pyrimidine